octano-8-lactam C1(CCCCCCCN1)=O